NC1=NC2=CC(=CC=C2C=C1Cl)CN(C(=O)C=1C=NC(=NC1)C1CC1)C1=C2C(=NC=C1)CCS2(=O)=O N-[(2-amino-3-chloroquinolin-7-yl)methyl]-2-cyclopropyl-N-{1,1-dioxo-2H,3H-1λ6-thieno[3,2-b]pyridin-7-yl}pyrimidine-5-carboxamide